di(2-methylpentyl)terephthalate CC(COC(C1=CC=C(C(=O)OCC(CCC)C)C=C1)=O)CCC